CS(=O)(=O)N1CCC(CC1)OC(=O)C(CC(=O)O)=C 3-(((1-(methylsulfonyl)piperidin-4-yl)oxy)carbonyl)but-3-enoic acid